4-Amino-N-(2-cyclopropyl-4-fluorophenyl)-4-methyl-N-(7-nitrobenzo[c][1,2,5]oxadiazol-4-yl)pentanamide NC(CCC(=O)N(C1=CC=C(C2=NON=C21)[N+](=O)[O-])C2=C(C=C(C=C2)F)C2CC2)(C)C